OCC1=C(C=C(CNC(CC)=O)C=C1)[N+](=O)[O-] N-(4-(hydroxymethyl)-3-nitrobenzyl)propanamide